(2S,3R)-5-(benzyloxy)-2-(3,4,5-tris(benzyloxy)phenyl)chroman-3-ol C(C1=CC=CC=C1)OC1=C2C[C@H]([C@@H](OC2=CC=C1)C1=CC(=C(C(=C1)OCC1=CC=CC=C1)OCC1=CC=CC=C1)OCC1=CC=CC=C1)O